C(C=C)(=O)N1C2(CCC1CC2)COC(=O)N[C@@H](CC2=CC=C(C=C2)F)B(O)O (R)-(1-((((7-acryloyl-7-azabicyclo[2.2.1]heptan-1-yl)methoxy)carbonyl)amino)-2-(4-fluorophenyl)ethyl)boronic acid